{6-fluoro-2-[4'-fluoro-2'-(4-methyl-1,2,4-triazol-3-yl)-[1,1'-biphenyl]-3-yl]-7-methyl-1,3-benzoxazol-5-yl}methanol FC1=C(C2=C(N=C(O2)C=2C=C(C=CC2)C2=C(C=C(C=C2)F)C2=NN=CN2C)C=C1CO)C